1-[4-[4-(4-Aminocyclohexanecarbonyl)piperazin-1-yl]phenyl]hexahydropyrimidine-2,4-dione NC1CCC(CC1)C(=O)N1CCN(CC1)C1=CC=C(C=C1)N1C(NC(CC1)=O)=O